C(C)(C)[Si](OCCOC)(OCCOC)C(C)C diisopropyl-bis-(2-methoxyethoxy)silane